2-(1,3-dimethyl-2,6-dioxo-1,2,3,6-tetrahydropurin-7-yl)-N-[4-(1-phenyl-1H-[1,2,3]triazol-4-yl)-phenyl]acetamide CN1C(N(C=2N=CN(C2C1=O)CC(=O)NC1=CC=C(C=C1)C=1N=NN(C1)C1=CC=CC=C1)C)=O